[Si](C)(C)(C(C)(C)C)OCCOC=1C(=NC2=CC=CN=C2C1C)Cl (2-((tert-Butyldimethylsilyl)oxy)ethoxy)-2-chloro-4-methyl-1,5-naphthyridine